CS(=O)(=O)NCCN1CCN(CC1)CCC(=O)N 3-[4-(2-methanesulfonylaminoethyl)piperazin-1-yl]propanamide